P(=O)([O-])(F)F.[PH4+] phosphonium difluorophosphate